CSC=1C=CC=2NC=3C=CC=CC3C2N1 2-(methylthio)-5H-pyrido[3,2-b]indole